Acetic acid 1,1-dimethylethyl ester CC(C)(C)OC(C)=O